C1(CC1)C=1C(=C2C=NNC2=CC1)CNC(=O)C=1SC=CC1OC N-((5-cyclopropyl-1H-indazol-4-yl)methyl)-methoxythiophene-2-carboxamide